P(=O)(O)(O)O.NCCC[Si](OCC)(OCC)OCC gamma-aminopropyl-triethoxysilane phosphate